The molecule is a butyrate ester obtained by formal condensation of the carboxy group of butyric acid with the hydroxy group of 2-naphthol. It has a role as a chromogenic compound. It is a member of naphthalenes, a butyrate ester and an aromatic ester. It derives from a 2-naphthol. CCCC(=O)OC1=CC2=CC=CC=C2C=C1